CS(=O)(=O)OCC[C@H]1N(CC2=CC=CC=C2C1)C(=O)OCC1=CC=CC=C1 benzyl (3S)-3-{2-[(methylsulfonyl) oxy] ethyl}-3,4-dihydroisoquinoline-2(1H)-carboxylate